4-(3-Cyclopropyl-1H-[1,2,4]triazol-5-yl)-benzoic acid C1(CC1)C1=NNC(=N1)C1=CC=C(C(=O)O)C=C1